C(C)OC1=NC=CC=C1C1=C(C2=C(N=C1)N(N=C2C(C)C)C)NCC=2N=NN(N2)C (2-ethoxy-3-pyridyl)-3-isopropyl-1-methyl-N-[(2-methyltetrazol-5-yl)methyl]pyrazolo[3,4-b]pyridin-4-amine